3-amyl-1(3H)-isobenzofuranone C(CCCC)C1OC(C2=CC=CC=C12)=O